C(C)N(C1=CC=C2C(=C(C(OC2=C1)=O)C(\C=C\C1=CC=C(C=C1)C)=O)O)CC (E)-7-(diethylamino)-4-hydroxy-3-(3-(p-tolyl)acryloyl)-2H-chromen-2-one